1-(4-(2-(ethylamino)ethyl)benzyl)-3-fluoro-2-(2-(trifluoromethyl)phenyl)-1H-indol-5-ol C(C)NCCC1=CC=C(CN2C(=C(C3=CC(=CC=C23)O)F)C2=C(C=CC=C2)C(F)(F)F)C=C1